(2R)-2-[(5-chloro-8-hydroxy-3-methyl-1-oxo-3,4-dihydroisochromene-7-carbonyl)amino]-3-phenylpropionic acid ClC1=C2CC(OC(C2=C(C(=C1)C(=O)N[C@@H](C(=O)O)CC1=CC=CC=C1)O)=O)C